NC1CCC(C(C1)O)C(F)(F)F 5-amino-2-(trifluoromethyl)cyclohexan-1-ol